CC1=NN2C(N(CCC2)C(CCC(=O)NC2=CC(=NO2)C2=CC=CC=C2)=O)=C1 4-(2-methyl-6,7-dihydropyrazolo[1,5-a]pyrimidin-4(5H)-yl)-4-oxo-N-(3-phenylisoxazol-5-yl)butanamide